FC(C(=O)O)(F)F.NC=1C2=C(NC(C1)=O)SC=C2 4-aminothieno[2,3-b]Pyridin-6(7H)-one 2,2,2-trifluoroacetate salt